sorbitol sesquicitrate C(CC(O)(C(=O)O)CC(=O)O)(=O)O.OC[C@H](O)[C@@H](O)[C@H](O)[C@H](O)CO.C(CC(O)(C(=O)O)CC(=O)O)(=O)O.C(CC(O)(C(=O)O)CC(=O)O)(=O)O.OC[C@H](O)[C@@H](O)[C@H](O)[C@H](O)CO